FC1=CC=C(C=C1)C(O)C1=NC=C(C=C1)C(F)(F)F (4-fluorophenyl)(5-(trifluoromethyl)pyridin-2-yl)methanol